CNC(=NC)NC(=N)N N,N'-dimethylbiguanide